N-(5-cyclopropyl-1H-pyrazol-3-yl)-2-(1-(5-methylthiazol-2-yl)-1H-pyrazol-3-yl)acetamide C1(CC1)C1=CC(=NN1)NC(CC1=NN(C=C1)C=1SC(=CN1)C)=O